N1(N=CC=C1)C(NC(C(F)(F)F)=O)=NC(OC(C)(C)C)=O tert-butyl ((1H-pyrazol-1-yl)(2,2,2-trifluoroacetamido)methylene)carbamate